BrC1=CC(=C(C=C1)NC(=O)NC1=C(C=C(C=C1)OC1=NC=NC2=CC(=C(C=C12)OC)O)Cl)F 1-(4-bromo-2-fluorophenyl)-3-(2-chloro-4-((7-hydroxy-6-methoxyquinazolin-4-yl)oxy)phenyl)Urea